CC(=O)C1=CC(=C(C=C1)OCC2=CC=CC=C2)OC 4-benzyloxy-3-methoxyacetophenone